5-(2-chloro-7,8-dihydropyrido[3,2-d]pyrimidin-5(6H)-yl)-7-(4,4-dimethyl-1,4-azasilinan-1-yl)-1,3-dimethyl-1,6-naphthyridin ClC=1N=CC2=C(N1)CCCN2C2=C1C=C(CN(C1=CC(=N2)N2CC[Si](CC2)(C)C)C)C